C(#N)C(C)(C)C1=NC=CC(=C1)C(=O)O 2-(1-cyano-1-methyl-ethyl)pyridine-4-carboxylic acid